C1(CC1)C=1C(=NSC1C(=O)NC1=CC(=NC=C1)C(F)(F)F)C=1C=CC=2N(C1)C=CN2 4-cyclopropyl-3-{imidazo[1,2-a]pyridin-6-yl}-N-[2-(trifluoromethyl)pyridin-4-yl]-1,2-thiazole-5-carboxamide